phenyl-oxo-ethyl-thiophenamide C1(=CC=CC=C1)C=1C(=C(SC1)C(=O)N=O)CC